ICCOCCNC(OC(C)(C)C)=O tert-butyl (2-(2-iodoethoxy)ethyl)carbamate